ClC=1C=C2C(=NC(=NC2=C(C1C1=C2C(=NNC2=CC=C1C)C1CC1)F)N1CC(C1)N(C)C)N1C[C@@H](N(C[C@H]1C)C(C=C)=O)C 1-((2S,5R)-4-((R)-6-chloro-7-(3-cyclopropyl-5-methyl-1H-indazol-4-yl)-2-(3-(dimethylamino)azetidin-1-yl)-8-fluoroquinazolin-4-yl)-2,5-dimethylpiperazin-1-yl)prop-2-en-1-one